C(=O)O.NC1=NC=CC(=C1)C1=C(C=2C(NC(CC2N1)(C)C)=O)C1=CC=CC=C1 2-(2-aminopyridin-4-yl)-6,6-dimethyl-3-phenyl-1,5,6,7-tetrahydro-4H-pyrrolo[3,2-c]pyridin-4-one formic acid salt